SALICYLATE (2-CYCLOHEXYL hydroxybenzoate) C1(CCCCC1)C1=C(C(=O)O)C=CC=C1O.C(C=1C(O)=CC=CC1)(=O)O